2-(2'-hydroxy-4',6'-di-tert-pentylphenyl)-2H-benzotriazole OC1=C(C(=CC(=C1)C(C)(C)CC)C(C)(C)CC)N1N=C2C(=N1)C=CC=C2